2-octyl isostearate C(CCCCCCCCCCCCCCC(C)C)(=O)OC(C)CCCCCC